C1(CCCC1)N1C(C(=CC2=C1N=C(N=C2)NC2(CCN(CC2)S(=O)(=O)C([2H])([2H])[2H])[2H])C([2H])([2H])[2H])=O 8-cyclopentyl-6-(methyl-d3)-2-((1-((methyl-d3)sulfonyl)piperidin-4-yl-4-d)-amino)pyrido[2,3-d]pyrimidin-7(8H)-one